BrC1=C(C=CC(=C1)Br)C#C 2,4-dibromophenylacetylene